C(CCCCCCCCCCCCCCCCCCCCCCCCCCC)(=O)[O-].[Li+] Lithium montanate